2-[[4-(1,4-Dioxa-8-aza-spiro[4.5]dec-8-yl)-6-(5-oxazolyl)-2-pyrimidinyl]amino]-4-methyl-5-thiazolecarboxylic acid ethyl ester C(C)OC(=O)C1=C(N=C(S1)NC1=NC(=CC(=N1)N1CCC2(OCCO2)CC1)C1=CN=CO1)C